C(CCC)(=O)[O-].C(CCC)[N+](CCCC)(CCCC)CCCC tetra-n-butylammonium butyrate